C[C@@H]1CN(C[C@@H](N1)C)C1=CC=CC(=N1)CNC=1C2=C(N=CN1)NC=C2C2=CC=NC=C2 N-((6-((3R,5S)-3,5-Dimethylpiperazin-1-yl)pyridin-2-yl)methyl)-5-(pyridin-4-yl)-7H-pyrrolo[2,3-d]pyrimidin-4-amine